N1C=CC2=C1N=CC1=C2C(=NN2B1OCCC2)C2[C@H]1CC3(CC(C[C@H]2C3)C1)O (1s,3R,4r,5S,7s)-4-(8,9-dihydro-1H,7H-pyrrolo[3'',2'':5',6']pyrido[3',4':4,5][1,2,3]diazaborinino[3,2-b][1,3,2]oxazaborinin-4-yl)adamantan-1-ol